COC1=CC=C(COC2=C(C(=O)O)C(=CC(=C2)OS(=O)(=O)C2=CC=C(C)C=C2)OS(=O)(=O)C2=CC=C(C)C=C2)C=C1 2-((4-Methoxybenzyl)oxy)-4,6-bis(tosyloxy)benzoic acid